[Si](C)(C)(C(C)(C)C)OC1CC(C1)C1=C(C=CC2=C1N=CS2)Cl 4-((1r,3r)-3-((tert-butyldimethylsilyl)oxy)cyclobutyl)-5-chlorobenzo[d]thiazole